platinum (II) {{bis[(methyl)indolyl]pyridinyl}methane} CC1=C(NC2=CC=CC=C12)C1=C(C(=NC=C1)C)C=1NC2=CC=CC=C2C1C.[Pt+2]